OC(CC[O-])(C)C.[Na+] sodium 3-hydroxy-3-methylbutoxide